4-((7,7-difluoro-9-isopropyl-5-methyl-6-oxo-6,7,8,9-tetrahydro-5H-pyrimido[4,5-b][1,4]diazepin-2-yl)amino)-3-methyl-N-(7-azaspiro[3.5]nonan-2-yl)benzamide FC1(C(N(C2=C(N(C1)C(C)C)N=C(N=C2)NC2=C(C=C(C(=O)NC1CC3(C1)CCNCC3)C=C2)C)C)=O)F